5-fluoro-m-phenylenedicyanide FC=1C=C(C=C(C1)C#N)C#N